tert-butyl 3-(3-cyanophenyl)-4-[4-(cyclopropanecarbonylamino)-2-pyrrolidin-1-ylbenzoyl]piperazine-1-carboxylate C(#N)C=1C=C(C=CC1)C1CN(CCN1C(C1=C(C=C(C=C1)NC(=O)C1CC1)N1CCCC1)=O)C(=O)OC(C)(C)C